undecyl α-methallyloxymethylacrylate C(C(C)=C)OCC(C(=O)OCCCCCCCCCCC)=C